7-methylene-6,7-dihydro-5H-cyclopenta[b]pyridine-5-carbonitrile C=C1CC(C=2C1=NC=CC2)C#N